IC=1N=CC(=NC1)N1CCC2(C(=C3N(NC=C3)C2)NC(OC(C)(C)C)=O)CC1 tert-butyl (S)-(1-(5-iodopyrazin-2-yl)-4H,6'H-spiro[piperidine-4,5'-pyrrolo[1,2-b]pyrazol]-4'-yl)carbamate